N1(CCCC1)CCCNC(OC(CCC\C=C/CCCCC)C(CCC\C=C/CCCCC)CCC\C=C/CCCCC)=S (6Z,16Z)-12-((Z)-Dec-4-en-1-yl)docosa-6,16-dien-11-yl (3-(pyrrolidin-1-yl)-propyl)carbamothioate